[W]=O.[Pt] platinum tungsten oxide